4-hydroxy-6,10-dimethyl-undecan-5,9-dien-2-one OC(CC(C)=O)C=C(CCC=C(C)C)C